NC1=NC=CC=C1S(=O)(=O)NC(=O)C=1C(=NC(=CC1)C1=C(C=CC(=C1)F)O)N1C(C[C@@H](C1)C)(C)C N-[(2-amino-3-pyridyl)sulfonyl]-6-(5-fluoro-2-hydroxy-phenyl)-2-[(4S)-2,2,4-trimethylpyrrolidin-1-yl]pyridine-3-carboxamide